CC1(N(C(C2(C1)CCNCC2)=O)C2=NC=CC(=C2)C(F)(F)F)C 3,3-dimethyl-2-(4-(trifluoromethyl)pyridin-2-yl)-2,8-diazaspiro[4.5]decan-1-one